FC1=C(C=C(C=C1)F)[C@@H]1N(CCC1)C1=NC=2N(C=C1)N=CC2C=2SC1=C(N2)C=CC(=C1)N1C[C@@H]2N(CC1)CCC2 2-(5-((R)-2-(2,5-difluorophenyl)pyrrolidin-1-yl)pyrazolo[1,5-a]pyrimidin-3-yl)-6-((R)-hexahydropyrrolo[1,2-a]pyrazin-2(1H)-yl)benzo[d]thiazole